2-(1H-imidazol-1-yl)benzoic acid N1(C=NC=C1)C1=C(C(=O)O)C=CC=C1